The molecule is a carbohydrate lactone formed from alpha-Kdo-(2->8)-alpha-Kdo-OAll by lactone formation between the carboxy group of the non-reducing alpha-Kdo residue and O-7 of the alpha-Kdo-OAll residue. It is a carbohydrate lactone and a disaccharide derivative. It derives from an alpha-Kdo-(2->8)-alpha-Kdo. It is a conjugate acid of an alpha-Kdo-(2->8)-alpha-Kdo-OAll(1-) II(1),I(7)-lactone. C=CCO[C@@]1(C[C@H]([C@H]([C@H](O1)[C@H]2CO[C@@]3(C[C@H]([C@H]([C@H](O3)[C@@H](CO)O)O)O)C(=O)O2)O)O)C(=O)O